N1(C=NC2=C1C=CC=C2)C=2C=C(C=NC2)C2=CC=C(C=C2)N2C(CCC2)=O 1-(4-(5-(1H-benzo[d]imidazol-1-yl)pyridin-3-yl)phenyl)pyrrolidin-2-one